COC=1C(=NC=CC1[C@@H]1[C@H](O[C@]([C@H]1C)(C(F)(F)F)C)C(=O)NC1=CC(=NC=C1)C(=O)N)C (2S,3R,4S,5R)-4-[[3-(3-Methoxy-2-methyl-4-pyridyl)-4,5-dimethyl-5-(trifluoromethyl)tetrahydrofuran-2-carbonyl]amino]pyridin-2-carboxamid